(1S,2S)-2-(1-methyl-1H-pyrazol-4-yl)cyclopropane CN1N=CC(=C1)C1CC1